FC=1C=C(C=CC1C1CCN(CC1)C(C(C)C)=O)NC(OCC1=CN=CO1)=O oxazol-5-ylmethyl (3-fluoro-4-(1-isobutyrylpiperidin-4-yl)phenyl)carbamate